4-oxo-5-(p-tolyl)-1,4-dihydropyridine-3-carboxamide O=C1C(=CNC=C1C1=CC=C(C=C1)C)C(=O)N